((1-(5-(benzyloxy)-2-methylbenzofuran-3-carboxamido)cyclobutyl)-methyl)carbamic acid tert-butyl ester C(C)(C)(C)OC(NCC1(CCC1)NC(=O)C1=C(OC2=C1C=C(C=C2)OCC2=CC=CC=C2)C)=O